(4-(8-chloro-7-((2-methyl-1H-benzo[d]imidazol-6-yl)oxy)quinoxalin-2-yl)-1H-pyrazol-1-yl)piperidine-1-carboxylic acid tert-butyl ester C(C)(C)(C)OC(=O)N1C(CCCC1)N1N=CC(=C1)C1=NC2=C(C(=CC=C2N=C1)OC=1C=CC2=C(NC(=N2)C)C1)Cl